The molecule is a glycosyloxyisoflavone that is genistin in which the hydroxy hydrogen at position 6'' has been replaced by a malonyl group. It has a role as a plant metabolite. It is a glycosyloxyisoflavone, a hydroxyisoflavone, a malonate ester, a monosaccharide derivative and a beta-D-glucoside. It derives from a genistein 7-O-beta-D-glucoside. C1=CC(=CC=C1C2=COC3=CC(=CC(=C3C2=O)O)O[C@H]4[C@@H]([C@H]([C@@H]([C@H](O4)COC(=O)CC(=O)O)O)O)O)O